TETRAMETHYLHEXAMETHYLENEDIAMINE CN(CCCCCCN(C)C)C